C(#N)C=1C=C(C=CC1OCC)N1C=NC(=C1)C(=O)O 1-(3-cyano-4-ethoxy-phenyl)-imidazole-4-formic acid